2-methyl-2-heptene CC(C)=CCCCC